FC1=C(C=CC(=C1)C1=NN(C=N1)C1=CC=C(C=C1)C)NC(=O)\N=C\1/SCC(N1C1=C(C=CC(=C1)C)C(C)C)=O (Z)-1-(2-fluoro-4-(1-(p-tolyl)-1H-1,2,4-triazol-3-yl)phenyl)-3-(3-(2-isopropyl-5-methylphenyl)-4-oxothiazolidin-2-ylidene)urea